(2S,4R)-N-[(S) or (R)-(5-cyclobutylpyridin-2-yl)(phenyl)methyl]-4-fluoro-1-[2-(1H-1,2,3-triazol-5-yl)acetyl]pyrrolidine-2-carboxamide C1(CCC1)C=1C=CC(=NC1)[C@@H](NC(=O)[C@H]1N(C[C@@H](C1)F)C(CC1=CN=NN1)=O)C1=CC=CC=C1 |o1:10|